ClC1=C(C=C2C=C(N=CC2=C1)NC(=O)[C@H]1[C@@H]([C@@H]1C=1C=NN(C1)C)CC)N1CC[NH+](CC1)[C@@]1(COCC1)C (1S,2R,3S)-N-[7-chloro-6-[4-((S)-3-methyltetrahydrofuran-3-yl)piperazin-4-ium-1-yl]-3-isoquinolyl]-2-ethyl-3-(1-methylpyrazol-4-yl)cyclopropanecarboxamide